1-(1Z-eicosenyl)-2-(6Z,9Z,12Z-octadecatrienoyl)-glycero-3-phosphocholine CCCCCCCCCCCCCCCCCC/C=C\OC[C@H](COP(=O)([O-])OCC[N+](C)(C)C)OC(=O)CCCC/C=C\C/C=C\C/C=C\CCCCC